2-{2-[(1R,4R)-2,5-diazabicyclo[2.2.1]heptan-2-yl]ethyl}-6,12-bis-(1H-indazol-5-yl)-9-oxa-2,4,14-triazatricyclo[8.4.0.0^{3,8}]tetradeca-1(10),3(8),4,6,11,13-hexaene [C@H]12N(C[C@H](NC1)C2)CCN2C=1N=CC(=CC1OC=1C=C(C=NC21)C=2C=C1C=NNC1=CC2)C=2C=C1C=NNC1=CC2